1-(2-methylphenyl)-2-propen-1-one CC1=C(C=CC=C1)C(C=C)=O